2-[[(1R)-1-[2-(3-Cyanophenyl)-6-methyl-4-oxo-chromen-8-yl]ethyl]amino]benzoic acid C(#N)C=1C=C(C=CC1)C=1OC2=C(C=C(C=C2C(C1)=O)C)[C@@H](C)NC1=C(C(=O)O)C=CC=C1